C(CC)C1=C(CNC2=NC=NC=C2C(=O)N)C=CC=C1 4-((2-propylbenzyl)amino)pyrimidin-5-carboxamide